CN1CCN(CC1)C1=CC=C(C=C1)C1=CC2=C(N=CN(C2=O)C(C(=O)O)C2=CC=CC=C2)N=C1 2-(6-(4-(4-Methylpiperazin-1-yl)-phenyl)-4-oxopyrido[2,3-d]-pyrimidin-3(4H)-yl)-2-phenyl-acetic acid